(3S)-3-pyrazin-2-yl-1,2-oxazolidine N1=C(C=NC=C1)[C@H]1NOCC1